C(C)(C)(C)C1=CC(=C(C=C1)O)C(C1=CC=CC=C1)C 4-tert-butyl-2-(α-methylbenzyl)phenol